3-Hydroxy-docosanoic acid OC(CC(=O)O)CCCCCCCCCCCCCCCCCCC